BrC=1C=C(C(=C(C1)Cl)S(=O)(=O)C1=CC(=C(C=C1)OC)C1CCC1)Cl 5-bromo-1,3-dichloro-2-(3-cyclobutyl-4-methoxy-phenyl)sulfonyl-benzene